N1C(=NC2=C1C=CC=C2)CNC2=NN(C1=NC(=CN=C12)C1CC1)C1COCC1 (+)-N-[(1H-benzimidazol-2-yl)methyl]-6-cyclopropyl-1-[oxolan-3-yl]-1H-pyrazolo[3,4-b]pyrazin-3-amine